O=C1NC(CCC1N1C(C2=CC=CC(=C2C1=O)SCCCCCCCN1CCN(CC1)C1=CC=C(C(=O)N2CCC(CC2)CCCCNC(\C=C\C=2C=NC=CC2)=O)C=C1)=O)=O (E)-N-(4-(1-(4-(4-(7-((2-(2,6-dioxopiperidin-3-yl)-1,3-dioxoisoindolin-4-yl)thio)heptyl)piperazin-1-yl)benzoyl)piperidin-4-yl)butyl)-3-(pyridin-3-yl)acrylamide